2-chloro-6-((2-nitrophenyl)sulfonyl)-6,7-dihydro-5H-pyrrolo[3,4-b]pyridine ClC1=CC=C2C(=N1)CN(C2)S(=O)(=O)C2=C(C=CC=C2)[N+](=O)[O-]